C1(=CC=CC=2C3=CC=CC=C3CC12)COC(=O)N[C@@H]([C@@H](C)CC)C(=O)O (E)-N-fluorenylmethoxycarbonyl-L-isoleucine